C1(CC1)C=1C=NN(C1)C1=CC=C(C=N1)S(=O)(=O)Cl 6-(4-cyclopropylpyrazol-1-yl)pyridine-3-sulfonyl chloride